2-isopropenyl-4-methyl-4-dodecyl-1,3-oxazoline-5-one C(=C)(C)C=1OC(C(N1)(CCCCCCCCCCCC)C)=O